p-nitrophenyl-chlorodiazine [N+](=O)([O-])C1=C(N=NC=C1C1=CC=CC=C1)Cl